N-(4-bromo-phenyl)-2,5-dimethyl-terephthalamic acid BrC1=CC=C(C=C1)NC(C1=CC(=C(C(=O)O)C=C1C)C)=O